N-(2,2-difluoro-3β,7β-dihydroxy-5β-cholan-24-oyl)-thiomorpholine FC1([C@@H](C[C@H]2C[C@@H]([C@H]3[C@@H]4CC[C@H]([C@@H](CCC(=O)N5CCSCC5)C)[C@]4(CC[C@@H]3[C@]2(C1)C)C)O)O)F